ClC1=NN=C2N1C1=CC=CC=C1C(=N2)N(C=2C=C(C=CC2)C2=CC=C(C=C2)C=2SC=CN2)C chloro-N-methyl-N-(4'-(thiazol-2-yl)-[1,1'-biphenyl]-3-yl)-[1,2,4]triazolo[4,3-a]quinazolin-5-amine